FC(C(=O)O)(F)F.C1NCC12CC(C2)N2N=CC(=C2)C=2C=C(C=1N(C2)N=CC1C#N)C=1C=CC(=NC1)N1CCC(CC1)(C(=O)NC(C)C)CC 1-[5-[6-[1-(2-azaspiro[3.3]heptan-6-yl)pyrazol-4-yl]-3-cyano-pyrazolo[1,5-a]pyridin-4-yl]-2-pyridyl]-4-ethyl-N-isopropyl-piperidine-4-carboxamide trifluoroacetate